C(C)(C)(C)C1=CC(=NC=C1)C=1N(C2=CC(=C(C=C2C1)SC(C(=O)OCC)(C)C)C)C(=O)OC(C)(C)C tert-butyl 2-(4-(tert-butyl)pyridin-2-yl)-5-((1-ethoxy-2-methyl-1-oxopropan-2-yl)thio)-6-methyl-1H-indole-1-carboxylate